bis-tert-butyl-(2-iodo-4-methyl-6-nitroaniline) biscarbamate C(N)(O)=O.C(N)(O)=O.C(C)(C)(C)N(C1=C(C=C(C=C1[N+](=O)[O-])C)I)C(C)(C)C